CNC1=NSN=C1C1=NC2=C(N1CC=1C=NC=CC1)C=CC=C2 n-methyl-4-[1-(pyridin-3-ylmethyl)benzimidazol-2-yl]-1,2,5-thiadiazol-3-amine